ClC=1C(=C(C=CC1)NC1=NC=NC2=CC=C(C=C12)NC1CN(C1)CC(=O)NC)F 2-(3-((4-((3-chloro-2-fluorophenyl)amino)quinazolin-6-yl)amino)azetidin-1-yl)-N-methylacetamide